3-chloro-5-((1-((5-(5-fluoro-2-methoxyphenyl)-6-oxo-1,6-dihydropyridazin-3-yl)methyl)-6-oxo-4-(trifluoromethyl)-1,6-dihydropyrimidin-5-yl)oxy)benzonitrile ClC=1C=C(C#N)C=C(C1)OC1=C(N=CN(C1=O)CC1=NNC(C(=C1)C1=C(C=CC(=C1)F)OC)=O)C(F)(F)F